C(C)(C)(C)OC(=O)N1CCC(CC1)NC1=NC=CC(=N1)OCC 2-((1-(tert-butoxycarbonyl)piperidin-4-yl)amino)-4-ethoxypyrimidine